N-cyclopropyl-2-(4-cyclopropyl-6-methoxypyrimidin-5-yl)-7-(tetrahydro-2H-pyran-2-yl)-7H-purin-6-amine C1(CC1)NC1=C2N(C=NC2=NC(=N1)C=1C(=NC=NC1OC)C1CC1)C1OCCCC1